O1CCN(CC1)CCOC([O-])=O.[Na+].FC(C(=O)[O-])(F)F.O1CCN(CC1)CCOC(=O)OCOC(C(=O)OC1CC2CCC(C1)[N+]21CCCC1)(C1=CC=CC=C1)C1=CC=CC=C1 3-(2-((((2-morpholinoethoxy)carbonyl)oxy)methoxy)-2,2-diphenylacetoxy)spiro[bicyclo[3.2.1]octane-8,1'-pyrrolidin]-8-ium 2,2,2-trifluoroacetate Sodium 2-morpholinoethyl-carbonate